N1(CCOCC1)C(=O)C1CN(C1)[C@@H]1[C@@H](CCCC1)OC=1C=C2CN(C(C2=CC1)=O)C1C(NC(CC1)=O)=O 3-(5-(((1R,2S)-2-(3-(morpholine-4-carbonyl)azetidin-1-yl)cyclohexyl)oxy)-1-oxoisoindolin-2-yl)piperidine-2,6-dione